tert-butyl-(5-bromopyridin-2-yl)benzamide C(C)(C)(C)C=1C(=C(C(=O)N)C=CC1)C1=NC=C(C=C1)Br